[Ni].[Co].[Sc].BrC1=CC2=CN(N=C2C=C1OCCCCOC1=CC=CC(=N1)C(=O)N)C1CCC(CC1)CO 6-[4-[5-bromo-2-[4-(hydroxymethyl)cyclohexyl]indazol-6-yl]oxybutoxy]pyridine-2-carboxamide scandium-cobalt-nickel